4-(1-ethylpyrazol-4-yl)-2-thiazolePhenone C(C)N1N=CC(=C1)C=1N=C(SC1)C(=O)C1=CC=CC=C1